Tert-butyl 7-(3-methyl-2-oxo-1H-benzimidazol-4-yl)-2,7-diazaspiro[3.5]nonane-2-carboxylate CN1C(NC2=C1C(=CC=C2)N2CCC1(CN(C1)C(=O)OC(C)(C)C)CC2)=O